O=C1NC(CCC1N1C(C2=CC=C(C=C2C1=O)C=1CN(CC1)C(=O)OC(C)(C)C)=O)=O tert-butyl 3-[2-(2,6-dioxo-3-piperidyl)-1,3-dioxo-isoindolin-5-yl]-2,5-dihydropyrrole-1-carboxylate